O=C1NC(CCC1N1C=C2C=CC(=C(C2=C1)SCCCCCCC(N1CCCCC1)=O)F)=O 2-(2,6-dioxopiperidin-3-yl)-5-fluoro-4-((7-oxo-7-(piperidin-1-yl)heptyl)thio)isoindole